N-methoxyethyl-N-n-propylpyrrolidinium COCC[N+]1(CCCC1)CCC